FC1=C(CN2N=CC(=C2)C2=NC=3N=CN(C(C3N2)=O)CCC)C=CC(=C1)F 8-[1-(2,4-Difluoro-benzyl)-1H-pyrazol-4-yl]-1-propyl-1,7-dihydro-purin-6-one